OCCOCNC=1NC(C=2NC=NC2N1)=O 2-hydroxy-ethoxymethyl-guanine